FC1=C(C=CC(=C1)OC(F)(F)F)C1=C(N=C2N(C1=O)C=CC(=C2)OC)C(F)(F)F 3-(2-fluoro-4-(trifluoromethoxy)phenyl)-8-methoxy-2-(trifluoromethyl)-4H-pyrido[1,2-a]pyrimidin-4-one